trans-2-pentene-1,5-diol C(\C=C\CCO)O